ClCC(=O)N(CCC(=O)N)NC([C@@H](CC1CCCCC1)NC(\C=C\C1=C(C=C(C=C1)Cl)F)=O)=O 3-[(2-Chloroacetyl)-[[(2R)-2-[[(E)-3-(4-chloro-2-fluoro-phenyl)prop-2-enoyl]amino]-3-cyclohexyl-propanoyl]amino]amino]propanamide